NC1CN(CC1)C1=NC(=CC(=N1)N1CC=2C(=NC=CC2C1=O)C1=C(C(=CC=C1F)F)C)C 2-(2-(3-aminopyrrolidin-1-yl)-6-methylpyrimidin-4-yl)-4-(3,6-difluoro-2-methylphenyl)-2,3-dihydro-1H-pyrrolo[3,4-c]pyridin-1-one